6-((5-methyl-3-(6-methylpyridin-3-yl)isoOxazol-4-yl)methoxy)pyridazine-3-carboxamide tert-Butyl-(S)-2-(cyanomethyl)-4-(2,7-dichloropyrido[3,2-d]pyrimidin-4-yl)piperazine-1-carboxylate C(C)(C)(C)OC(=O)N1[C@H](CN(CC1)C=1C2=C(N=C(N1)Cl)C=C(C=N2)Cl)CC#N.CC2=C(C(=NO2)C=2C=NC(=CC2)C)COC2=CC=C(N=N2)C(=O)N